5-fluoro-4-(2'-methylspiro[cyclopentane-1,3'-indol]-5'-yl)-N-(5-(piperazin-1-yl)pyridin-2-yl)pyrimidine FC=1C(=NCN(C1)C1=NC=C(C=C1)N1CCNCC1)C=1C=C2C3(C(=NC2=CC1)C)CCCC3